C(#N)C1=CC(=C(COC2=CC=CC(=N2)C2=CC(=C(C=3CCOC32)CC3=NC2=C(N3CC3(CC3)CF)C=C(C=C2OC)C(=O)O)F)C=C1)F 2-((7-(6-((4-cyano-2-fluorobenzyl)oxy)pyridin-2-yl)-5-fluoro-2,3-dihydrobenzofuran-4-yl)methyl)-1-((1-(fluoromethyl)cyclopropyl)methyl)-4-methoxy-1H-benzo[d]imidazole-6-carboxylic acid